ClC1=C(C(=O)O)C=CC(=C1)NC=1C=2N(C=CN1)C(=CN2)C=2C(=NN(C2)C(C2=CC=CC=C2)(C2=CC=CC=C2)C2=CC=CC=C2)C(F)(F)F 2-chloro-4-[[3-[3-(trifluoromethyl)-1-trityl-pyrazol-4-yl]imidazo[1,2-a]pyrazin-8-yl]amino]benzoic acid